[Sn].[C] Carbon tin